N-(3-(5-chloro-2-methoxyphenyl)-1-(2-(2-(hydroxymethyl)piperidin-1-yl)-2-oxoethyl)-1H-pyrazol-4-yl)pyrazolo[1,5-a]pyrimidine-3-carboxamide ClC=1C=CC(=C(C1)C1=NN(C=C1NC(=O)C=1C=NN2C1N=CC=C2)CC(=O)N2C(CCCC2)CO)OC